C1(CC1)S(=O)(=O)NC=1SC=C(N1)C(C)(C)NC(C1=C(C=C(C=C1)C1=NC(=CN=C1)C(F)(F)F)C)=O N-(2-(2-(cyclopropanesulfonylamino)thiazol-4-yl)propan-2-yl)-2-methyl-4-(6-(trifluoromethyl)pyrazin-2-yl)benzamide